ICC1(CC1)C(=O)OC methyl 1-(iodomethyl)cyclopropanecarboxylate